C1(CC1)NC(=O)C=1C=C(C(N(C1)CC1=C2CCCNC2=CC=C1)=O)C(=O)NC N5-cyclopropyl-N3-methyl-2-oxo-1-((1,2,3,4-tetrahydroquinolin-5-yl)methyl)-1,2-dihydropyridine-3,5-dicarboxamide